O=C1C2(CC(C(N1)=O)C2)N2C(C1=CC=C(C=C1C2=O)OS(=O)(=O)F)=O 2-(2,4-dioxo-3-azabicyclo[3.1.1]heptan-1-yl)-1,3-dioxoisoindolin-5-ylsulfurofluoridate